C(C)C(CN(CC(CCCC)CC)CN1N=NC2=C1C=CC=C2C)CCCC 1-[N,N-bis(2-ethylhexyl)aminomethyl]-4-methylbenzotriazole